The molecule is a primary aliphatic amine that is butan-2-amine substituted by a methyl group at position 2. Metabolite observed in cancer metabolism. It has a role as a human metabolite. CCC(C)(C)N